4-(3-(1-((tert-butyldimethylsilyl)oxy)propan-2-yl)-1H-indol-5-yl)-5,6-dihydropyridine-1(2H)-carboxylic acid tert-butyl ester C(C)(C)(C)OC(=O)N1CC=C(CC1)C=1C=C2C(=CNC2=CC1)C(CO[Si](C)(C)C(C)(C)C)C